dianisidinyl-methane C(OC1=CC=C(C=C1)N)CCOC1=CC=C(C=C1)N